sodium 3-(N,N-dimethylcarbamylsulfanyl)-thiopropanesulfonate CN(C(=O)SCCCS(=O)(=S)[O-])C.[Na+]